FC1=C2C(=CN=C1N1[C@@H](CN(CC1)CC(C)C)C)NC(=C2C(C)C)C=2C=C(C=1N(C2)N=CN1)OC (R)-6-(4-fluoro-5-(4-isobutyl-2-methylpiperazin-1-yl)-3-isopropyl-1H-pyrrolo[2,3-c]pyridin-2-yl)-8-methoxy-[1,2,4]triazolo[1,5-a]pyridine